2-[{3-[3-(Decyloxy)phenyl]propanoyl}(6-hydroxyhexyl)amino]ethyl dihydrogen phosphate ammonium salt [NH4+].P(=O)(OCCN(CCCCCCO)C(CCC1=CC(=CC=C1)OCCCCCCCCCC)=O)(O)O